ClC1=CC2=C(C=N1)C(=NN2C2=C(C=CC(=C2)Cl)OC)C(=O)O 6-chloro-1-(5-chloro-2-methoxyphenyl)-1H-pyrazolo[4,3-c]Pyridine-3-carboxylic acid